(1r,2'S,4S)-4-[(3-chlorophenyl)sulfanyl]-2'-[(2R)-2-methyl-3-{[(5R)-5-methyl-5,6,7,8-tetrahydroquinolin-4-yl]oxy}propyl]-2',3'-dihydrospiro[cyclohexane-1,1'-indene]-4-carboxylic acid ClC=1C=C(C=CC1)SC1(CCC2([C@H](CC3=CC=CC=C23)C[C@H](COC2=CC=NC=3CCC[C@H](C23)C)C)CC1)C(=O)O